CN1C2=CC=C(C=C2C(C12C=NC1=C(O2)C=CC2=CC(=CC=C21)O)(C)C)Cl 1,3,3-Trimethyl-5-chloro-8'-hydroxyspiro[indolin-2,3'-[3H]-naphtho[2,1-b][1,4]oxazin]